6-(3-methyl-4-(N-methylpropanamido)phenyl)-N-(pyridin-3-ylmethyl)nicotinamide CC=1C=C(C=CC1N(C(CC)=O)C)C1=NC=C(C(=O)NCC=2C=NC=CC2)C=C1